dimethyl-phosphorus oxide dihydrate O.O.C[P](C)=O